O[C@@H]1C[C@@H]([C@@H](C1)C(=O)OCC)C |r| (±)-ethyl (1R*,2S*,4R*)-4-hydroxy-2-methylcyclopentane-1-carboxylate